CC(C)OC(=O)C1(CC(C1)=O)C(=O)OC(C)C 3-oxocyclobutane-1,1-dicarboxylic acid dipropan-2-yl ester